2-((R)-3-(1-(3-((R)-1-(2,4-dichlorophenyl)ethyl)-3H-[1,2,3]triazolo[4,5-b]pyridin-5-yl)azetidin-3-yl)piperidin-1-yl)ethane-1-ol ClC1=C(C=CC(=C1)Cl)[C@@H](C)N1N=NC=2C1=NC(=CC2)N2CC(C2)[C@@H]2CN(CCC2)CCO